thio-dipropyl dilaurate C(CCCCCCCCCCC)(=O)OCCCSCCCOC(CCCCCCCCCCC)=O